Cl.FC1(CCNCC1)F 4,4-difluoropiperidine hydrochloric acid salt